5-(6-chloro-5-(phenylsulfonylamino)pyridin-3-yl)-N-cyclopropylnicotinamide ClC1=C(C=C(C=N1)C=1C=NC=C(C(=O)NC2CC2)C1)NS(=O)(=O)C1=CC=CC=C1